2-[1,1,2,2,2-2H5]Ethyl-5-[1-(2-fluoro-6-methyl-phenyl)-piperidin-4-yl]-7-(2-trifluoromethyl-benzyl)-2,4,5,7-tetrahydro-pyrazolo[3,4-d]pyrimidin-6-on C(C([2H])([2H])[2H])([2H])([2H])N1N=C2N(C(N(CC2=C1)C1CCN(CC1)C1=C(C=CC=C1C)F)=O)CC1=C(C=CC=C1)C(F)(F)F